CC1=NN=C(O1)C=1C=CC(=NC1)OC1=CC=C(C=C1)C(C)(C)C1=CC=C(OC2CC(C2)NC(OC(C)(C)C)=O)C=C1 tert-butyl ((1r,3r)-3-(4-(2-(4-((5-(5-methyl-1,3,4-oxadiazol-2-yl)pyridin-2-yl) oxy)phenyl)propan-2-yl)phenoxy)cyclobutyl)carbamate